C(C)(C)(C)OC(=O)N1C[C@@H](N(CC1)C1=NC(=NC2=CC(=C(C=C12)Cl)Br)Cl)C (3S)-4-(7-bromo-2,6-dichloro-quinazolin-4-yl)-3-methyl-piperazine-1-carboxylic acid tert-butyl ester